2,5-di-tertiary butyl-hydroquinone, N-nitroso-N-phenyl-ammonium salt N(=O)[NH2+]C1=CC=CC=C1.C(C)(C)(C)C1=C(O)C=C(C(=C1)O)C(C)(C)C